BrC1=NC=C(C(=C1F)OC)F 2-bromo-3,5-difluoro-4-methoxypyridine